Ethyl-{[5-(3-chlorophenyl)-1-phenyl-1H-pyrazol-3-yl]oxy}acetat C(C)OC(COC1=NN(C(=C1)C1=CC(=CC=C1)Cl)C1=CC=CC=C1)=O